[N+](=O)([O-])C1=C(N([N+]#N)Br)C=CC=C1.CC(C(CCC)=O)=O hexanedione-o-nitro-bromoanilinediazonium salt